COC1=C(C(=C2C(=N1)C1=CC=CC=C1C2)C2=CC=C(C=C2)SC)C#N 2-Methoxy-4-(4-methylsulfanyl-phenyl)-5H-indeno[1,2-b]pyridine-3-carbonitrile